1,1,3,3,5,5,7,7,7-nonamethyltetrasiloxane C[SiH](O[Si](O[Si](O[Si](C)(C)C)(C)C)(C)C)C